CC1CN(CCN1C)C=1C(=C(N)C=CC1)[N+](=O)[O-] 3-(3,4-dimethylpiperazin-1-yl)-2-nitroaniline